C(C1=CC=CC=C1)N1N=C(C(=C1Cl)CCNC(COC1=NC=C(C=C1)C#N)C)C(=O)OCC ethyl 1-benzyl-5-chloro-4-(2-((1-((5-cyanopyridin-2-yl)oxy)propan-2-yl)amino)ethyl)-1H-pyrazole-3-carboxylate